3,3',3''-((nitrilotris(methylene))tris(1H-benzo[d]imidazole-2,5-diyl))tris(2-(pyrrolidin-3-yl)propanoic acid) N(CC1=NC2=C(N1)C=CC(=C2)CC(C(=O)O)C2CNCC2)(CC2=NC1=C(N2)C=CC(=C1)CC(C(=O)O)C1CNCC1)CC1=NC2=C(N1)C=CC(=C2)CC(C(=O)O)C2CNCC2